ClC12C(C=CC=C1)S2 2-chlorobenzene sulfide